ClC=1C(=C(C(=CC1)N1N=C(N=C1)C(F)F)CO)F [3-Chloro-6-[3-(difluoromethyl)-1,2,4-triazol-1-yl]-2-fluorophenyl]methanol